(2'-chloro-3'-(6-methoxy-5-((methylamino)methyl)pyridin-2-yl)-2-methyl-[1,1'-biphenyl]-3-yl)-1,3-dimethyl-2,4-dioxo-1,2,3,4-tetrahydropyrimidine-5-carboxamide ClC1=C(C=CC=C1C1=NC(=C(C=C1)CNC)OC)C1=C(C(=CC=C1)C1=C(C(N(C(N1C)=O)C)=O)C(=O)N)C